6-methoxy-3-(6-(4-(trifluoromethoxy)phenoxy)pyridin-3-yl)-3,4-dihydroacridine-1,9(2H,10H)-dione COC=1C=C2NC=3CC(CC(C3C(C2=CC1)=O)=O)C=1C=NC(=CC1)OC1=CC=C(C=C1)OC(F)(F)F